(3,5-diethyl-4-pyridinyl)-7-(2-fluorophenyl)-4-((2S)-2-methyl-4-(2-propenoyl)-1-piperazinyl)pyrido[2,3-d]pyrimidin-2(1H)-one C(C)C=1C=NC=C(C1N1C(N=C(C2=C1N=C(C=C2)C2=C(C=CC=C2)F)N2[C@H](CN(CC2)C(C=C)=O)C)=O)CC